2-(2-methoxy-6-((2-methylbut-3-yn-2-yl)oxy)-4-pentylbenzylidene)but-3-enenitrile COC1=C(C=C(C#N)C=C)C(=CC(=C1)CCCCC)OC(C)(C#C)C